C[C@@H]1CN2C(C=3C=NN=C(C31)[C@](C(F)(F)F)(C)O)=CC(=N2)C23CC(C2)(C3)C(=O)OC methyl 3-[(S)-5-methyl-4-((S)-1,1,1-trifluoro-2-hydroxypropan-2-yl)-5,6-dihydropyrazolo[1',5':1,2]pyrido[3,4-d]pyridazin-9-yl]bicyclo[1.1.1]pentane-1-carboxylate